CC=1N=CN(C1)C=1C=C(CN2C[C@H](CCC2)NC(OC(C)(C)C)=O)C=C(C1)NC(=O)N1CCC(CC1)OC=1C=NC(=CC1)C tert-butyl (S)-(1-(3-(4-methyl-1H-imidazol-1-yl)-5-(4-((6-methylpyridin-3-yl)oxy)piperidine-1-carboxamido)benzyl)piperidin-3-yl)carbamate